C(CCCCCCCCCCCCC)(C(=O)O)C(=O)O.N[C@@H](CCCCN)C(=O)O lysine tetradecanedicarboxylate salt